CC1=CC=C(C=C1)CC(=O)NC=1[Se]C(=CN1)C(=O)NC1=CC(=CC=C1)F 2-(4-Methylphenylacetylamino)-N-(3-fluorophenyl)-1,3-selenazole-5-carboxamide